1-(2-chlorothieno[3,2-d]pyrimidin-4-yl)-N-(2-(imidazo[1,2-a]pyridin-3-yl)propan-2-yl)-N-methylazetidine-3-carboxamide ClC=1N=C(C2=C(N1)C=CS2)N2CC(C2)C(=O)N(C)C(C)(C)C2=CN=C1N2C=CC=C1